(S)-N7-(3-Cyano-4-fluorophenyl)-6-methyl-N1-((S)-1,1,1-trifluoropropan-2-yl)-5,6-dihydroimidazo[1,5-a]pyrazine-1,7(8H)-dicarboxamide C(#N)C=1C=C(C=CC1F)NC(=O)N1CC=2N(C[C@@H]1C)C=NC2C(=O)N[C@H](C(F)(F)F)C